(2S,4R)-4-methyl-1-[N-(methylsulfonyl)-L-valyl]-N-{(2S)-1-oxo-3-[(3S)-2-oxopyrrolidin-3-yl]-1-[4-(trifluoromethyl)-1,3-benzothiazol-2-yl]propan-2-yl}piperidine-2-carboxamide C[C@H]1C[C@H](N(CC1)C([C@@H](NS(=O)(=O)C)C(C)C)=O)C(=O)N[C@H](C(C=1SC2=C(N1)C(=CC=C2)C(F)(F)F)=O)C[C@H]2C(NCC2)=O